C1(=CC(=CC=C1)C=1C=CC2=C(C3=C(O2)C=CC=C3B(O)O)C1)C1=CC=CC=C1 (8-([1,1'-biphenyl]-3-yl)dibenzo[b,d]furan-1-yl)boronic acid